C(C)(=O)N1[C@H](CCC1)C1=CC=2C(=NC=3C(=C(N=CC3C2N1[C@H]1[C@H]2CN([C@@H]1C2)C(=O)OC(C)(C)C)Cl)F)SC tert-Butyl (1R,4R,5S)-5-(2-((R)-1-acetylpyrrolidin-2-yl)-7-chloro-6-fluoro-4-(methylthio)-1H-pyrrolo[3,2-c][1,6]naphthyridin-1-yl)-2-azabicyclo[2.1.1]hexane-2-carboxylate